CN1C(C(=C(C2=CC=CC(=C12)OCCC)N1CCC(CC1)(C=1OC2=C(N1)C=C(C=C2)C)C)C#N)=O 1-methyl-4-[4-methyl-4-(5-methyl-1,3-benzoxazol-2-yl)piperidin-1-yl]-2-oxo-8-propoxy-1,2-dihydroquinoline-3-carbonitrile